O[C@@H](CN1C=NC2=C(C1=O)C=C(N=C2C=2C=NN(C2)C)C=2C=NC(=CC2)C(F)(F)F)C (R)-3-(2-hydroxypropyl)-8-(1-methyl-1H-pyrazol-4-yl)-6-(6-(trifluoromethyl)pyridin-3-yl)pyrido[3,4-d]pyrimidin-4(3H)-one